COC(C1=CC=CC(=C1)C1=CC(=CC=C1)F)=O 5-(3-fluorophenyl)benzoic acid methyl ester